COC(=O)C=1N(N=CC1Br)C(CN)(C)C.CCCC(=O)[O-].[K+] potassium 4-butanoate methyl-2-(1-amino-2-methylpropan-2-yl)-4-bromopyrazole-3-carboxylate